2-bromo-6-(4-methanesulfonylphenyl)pyridine BrC1=NC(=CC=C1)C1=CC=C(C=C1)S(=O)(=O)C